FC1(CN(CC1)C(=O)C1=CC2=C(C(N(CCO2)C[C@@H](CN2CC3=CC=CC=C3CC2)O)=O)C=C1)F 8-(3,3-difluoropyrrolidin-1-carbonyl)-4-[(2R)-3-(3,4-dihydro-1H-isoquinolin-2-yl)-2-hydroxy-propyl]-2,3-dihydro-1,4-benzoxazepin-5-one